Racemic-N-(6-amino-5-ethyl-3-pyridyl)-2-[(2R,5S)-2-[2-[1-(dimethylamino)ethyl]-1,3-benzothiazol-5-yl]-5-methyl-1-piperidyl]-2-oxo-acetamide NC1=C(C=C(C=N1)NC(C(=O)N1[C@H](CC[C@@H](C1)C)C=1C=CC2=C(N=C(S2)[C@@H](C)N(C)C)C1)=O)CC |&1:26|